1,4-bis[2-(5-phenyloxazolyl)]benzene C1=CC=C(C=C1)C2=CN=C(O2)C3=CC=C(C=C3)C4=NC=C(O4)C5=CC=CC=C5